6-(3-Chloro-6-(difluoromethyl)-2-fluorophenyl)-N-(1-(1-(4-(hydroxymethyl)-2-((1R,5S)-2-oxo-3-azabicyclo[3.1.0]hexan-3-yl)pyrimidin-5-yl)ethyl)-1H-pyrazol-4-yl)pyrazine-2-carboxamide ClC=1C(=C(C(=CC1)C(F)F)C1=CN=CC(=N1)C(=O)NC=1C=NN(C1)C(C)C=1C(=NC(=NC1)N1C([C@@H]2C[C@@H]2C1)=O)CO)F